methyl 2-[3-[1-(difluoromethyl)-3,5-dimethyl-pyrazol-4-yl]pyrazolo[1,5-a]pyridin-5-yl]thiazole-5-carboxylate FC(N1N=C(C(=C1C)C=1C=NN2C1C=C(C=C2)C=2SC(=CN2)C(=O)OC)C)F